C1(CC1)COC1=CC=C(C(=C1CC1(CC(=C(C=C1OC)F)N)N)F)F 1-(6-(cyclopropylmethoxy)-2,3-difluorobenzyl)-4-fluoro-6-methoxybenzene-1,3-diamine